NC1=C(C(=O)O)C=CC=C1OC 2-amino-3-methoxybenzoic acid